(6-methyl-5-(2-oxoindolin-5-yl)pyridin-2-yl)acetamide CC1=C(C=CC(=N1)CC(=O)N)C=1C=C2CC(NC2=CC1)=O